C(C)(=O)N1CCC2=CC=CC=C12 1-acetyl-indolin